BrC1=NC=CC(=C1)COC=1C=C2CN(C(C2=CC1)=O)C1CCCC1 5-(2-bromo-pyridin-4-ylmethoxy)-2-cyclopentyl-2,3-dihydro-isoindol-1-one